CN1C=C(C=2C(NC=CC21)=O)[N+](=O)[O-] 1-Methyl-3-nitro-1H-pyrrolo[3,2-c]pyridin-4(5H)-one